C1(=CC=CC=C1)OC(OC1=CC=CC=C1)=O.C(=O)(Cl)Cl Phosgen Diphenylcarbonat